4-aminocyclopentanone NC1CCC(C1)=O